C(C)OC(C1=C(C=C(C=C1)OC)OC(F)(F)F)=O 4-methoxy-2-(trifluoromethoxy)benzoic acid ethyl ester